Methoxy-ethylen COC=C